COC1=C(CN(S(=O)(=O)C2=C(C=C(C=C2F)N2CC(CCC2)(CCC2=CC(=CC=C2)C(F)(F)F)N(C2COCC2)C)F)C2=NC=NC=C2)C=CC(=C1)OC N-(2,4-Dimethoxybenzyl)-2,6-difluoro-4-(3-(methyl(tetrahydrofuran-3-yl)amino)-3-(3-(trifluoromethyl)phenethyl)piperidin-1-yl)-N-(pyrimidin-4-yl)benzenesulfonamide